FC=1C=C(C=CC1C1CCN(CC1)C)NC1=CC=NC2=CC(=CC=C12)C1=NC=CC=C1 N-(3-fluoro-4-(1-methylpiperidin-4-yl)phenyl)-7-(pyridin-2-yl)quinolin-4-amine